FC=1C=C(C=CC1F)C1=CNC=2N=CN=C(C21)N[C@H](C)C2=NC(=CC=C2)N2CCNCC2 |o1:18| (R*)-5-(3,4-difluorophenyl)-N-(1-(6-(piperazin-1-yl)pyridin-2-yl)ethyl)-7H-pyrrolo[2,3-d]pyrimidin-4-amine